N,N-dimethyl-4-((2-methyl-1H-indol-3-yl)methyl)benzenesulfonamide CN(S(=O)(=O)C1=CC=C(C=C1)CC1=C(NC2=CC=CC=C12)C)C